ClC=1C=C(COC=2N=NC(=CC2)I)C=C(C1)Cl 3-(3,5-dichloro-benzyloxy)-6-iodo-pyridazine